CC(C#N)C methyl-propanenitrile